(S)-5-bromo-2-(1-cyclopropylethyl)-7-(methylthio)isoindolin-1-one BrC=1C=C2CN(C(C2=C(C1)SC)=O)[C@@H](C)C1CC1